The molecule is the leukotriene anion that is the conjugate base of leukotriene E4 arising from deprotonation of the two carboxy groups and protonation of the cysteinyl alpha-amino group. It has a role as a human metabolite. It is a dicarboxylic acid anion and a leukotriene anion. It is a conjugate base of a leukotriene E4. CCCCC/C=C\\C/C=C\\C=C\\C=C\\[C@H]([C@H](CCCC(=O)[O-])O)SC[C@@H](C(=O)[O-])[NH3+]